4-[4-[3-chloro-4-[2-(3,5-difluoro-2-pyridinyl)-2-methylsulfonyloxy-ethoxy]pyrazolo[1,5-a]pyridin-6-yl]-5-methyl-triazol-1-yl]piperidine-1-carboxylic acid tert-butyl ester C(C)(C)(C)OC(=O)N1CCC(CC1)N1N=NC(=C1C)C=1C=C(C=2N(C1)N=CC2Cl)OCC(OS(=O)(=O)C)C2=NC=C(C=C2F)F